C(#N)[C@H]1CN(CC1)S(=O)(=O)N[C@@H]1C[C@@H](C1)N(C=1C2=C(N=CN1)NC=C2)C (3R)-3-cyano-N-{cis-3-[methyl(7H-pyrrolo[2,3-d]pyrimidin-4-yl)amino]cyclobutyl}-pyrrolidine-1-sulfonamide